C1N(CC12CCNCC2)C=2N=CN=NC2OC2=C(C(=O)N(C(C)C)CC)C=C(C=C2)F 2-((5-(2,7-diazaspiro[3.5]nonan-2-yl)-1,2,4-triazin-6-yl)oxy)-N-ethyl-5-fluoro-N-isopropylbenzamide